3-(1-((3-fluoro-4-(trifluoromethyl)phenyl)sulfonyl)piperidin-4-yl)-N-methylisoxazol-5-amine FC=1C=C(C=CC1C(F)(F)F)S(=O)(=O)N1CCC(CC1)C1=NOC(=C1)NC